BrC1=CC=C(C=C1)N1N=C(C(=C1)[C@H]1O[C@@H](C(N1CCC1=CC(=C(C=C1)N)N)=O)C)C1=CC=C(C=C1)F (2R,5R)-2-(1-(4-bromophenyl)-3-(4-fluorophenyl)-1H-pyrazol-4-yl)-3-(3,4-diaminophenylethyl)-5-methyloxazolidin-4-one